C(#N)C1=C(C=NC=C1)B(O)O (4-cyano-3-pyridyl)boronic acid